The molecule is an alkene that is dec-1-ene substituted by a methyl group at position 5. Metabolite observed in cancer metabolism. It has a role as a human metabolite. CCCCCC(C)CCC=C